FC1=CC=C(C=C1)C(C)C=1C(=NC(=CC1)C(F)(F)F)NCCN1CCCC1 3-(1-(4-fluorophenyl)ethyl)-N-(2-(pyrrolidin-1-yl)ethyl)-6-(trifluoromethyl)pyridin-2-amine